3-[4-fluoro-1-oxo-5-(piperidin-4-yl)-3H-isoindol-2-yl]piperidine-2,6-dione FC1=C2CN(C(C2=CC=C1C1CCNCC1)=O)C1C(NC(CC1)=O)=O